CC1(CC2C3(CCCC(CCC12)(C3)C)OC[C@H](CCC)O)C (2S)-1-((4,4,8-Trimethyltricyclo[6.3.1.02,5]dodecan-1-yl)oxy)pentan-2-ol